N1C=CC2=CC(=CC=C12)NC1=NC=NC2=CC(=CC=C12)C=1C=NC(=CC1)N1CCOCC1 N-(1H-indol-5-yl)-7-(6-morpholinylpyridin-3-yl)quinazolin-4-amine